CC1=CC(=NN1)N 5-methyl-1H-pyrazol-3-amin